tert-butyl 6-((1-methyl-1H-imidazol-4-yl) methyl)-5-oxo-1,4,5,6-tetrahydropyrido[3,4-C][1,8]naphthyridine-3(2H)-carboxylate CN1C=NC(=C1)CN1C(C2=C(C=3C=CC=NC13)CCN(C2)C(=O)OC(C)(C)C)=O